C1CCCCC1.[Mo] molybdenum cyclohexane